CN(CCNC(OC1=CC=C(C=C1)C1=C(C=C2C(=N1)N(N=C2NC(C2=CN=CC=C2)=O)CCCCC(C)C)Br)=O)C 4-(5-bromo-1-(5-methylhexyl)-3-(nicotinamido)-1H-pyrazolo[3,4-b]pyridin-6-yl)phenyl (2-(dimethylamino)ethyl)carbamate